(2-(3-acrylamidopropionyl)phenyl)boronic acid C(C=C)(=O)NCCC(=O)C1=C(C=CC=C1)B(O)O